C1(CC1)C1=NC=NC(=C1C1=NC(=C2NC=NC2=N1)NCC1=CC=C(C=C1)C=1C=NC=CC1)OC 2-(4-cyclopropyl-6-methoxypyrimidin-5-yl)-N-(4-(pyridin-3-yl)benzyl)-7H-purin-6-amine